FC=1C(=CC(=C(OC=2C=C3C(=NC2)N(C=N3)C)C1)C)[N+](=O)[O-] 6-(5-fluoro-2-methyl-4-nitrophenoxy)-3-methyl-3H-imidazo[4,5-b]pyridine